1,6-dihydroxy-3,7-dimethoxyxanthone OC1=CC(=CC=2OC3=CC(=C(C=C3C(C12)=O)OC)O)OC